N-(4-(7-((1-ethylpiperidin-4-yl)methoxy)-6-methoxyquinazolin-4-yl)phenyl)-2-(4-(trifluoromethyl)phenyl)acetamide C(C)N1CCC(CC1)COC1=C(C=C2C(=NC=NC2=C1)C1=CC=C(C=C1)NC(CC1=CC=C(C=C1)C(F)(F)F)=O)OC